di(butoxy ethoxy ethyl) oxalate C(C(=O)OCCOCCOCCCC)(=O)OCCOCCOCCCC